C1=CC=C(C=C1)N(C2=CC=CC=C2)N=O N-nitroso-diphenylamine